CC1=C(C2=C(N=CN=C2NC2(CC2)C)O1)C(=O)NCC1=CN=CS1 6-methyl-4-[(1-methylcyclopropyl)amino]-N-(1,3-thiazol-5-ylmethyl)furo[2,3-d]pyrimidine-5-carboxamide